aminoBenzyl benzoate C(C1=CC=CC=C1)(=O)OC(C1=CC=CC=C1)N